2-(6-(2-(3-chloro-2,6-difluorobenzyl)-2H-tetrazol-5-yl)pyridin-2-yl)-2-hydroxypropane-1-sulfonamide ClC=1C(=C(CN2N=C(N=N2)C2=CC=CC(=N2)C(CS(=O)(=O)N)(C)O)C(=CC1)F)F